[N+](=[N-])=CC(CC[C@@H](C(=O)OC(C)C)NC([C@@H](C=1NC=CC1)O)=O)=O isopropyl (S)-6-diazo-2-((R)-2-hydroxy-2-(1H-pyrrol-2-yl)acetamido)-5-oxohexanoate